N1(C(=CCC1)C(=O)OC)C(=O)OCC1=CC=CC=C1 1-benzyl 2-methyl (S)-pyrroline-1,2-dicarboxylate